C(C1=CC=CC=C1)[C@H]1N(C(OC1)=O)C(CCCCC(OC)(OC)C1=CC(=C(C(=C1)F)F)Br)=O (R)-4-benzyl-3-(6-(3-bromo-4,5-difluorophenyl)-6,6-dimethoxyhexanoyl)oxazolidin-2-one